(3-(5-carbamoyl-2-(1-ethyl-3-methyl-1H-pyrazole-5-amido)-7-(3-methoxypropoxy)-1H-benzo[d]imidazol-1-yl)propyl)carbamic acid benzyl ester C(C1=CC=CC=C1)OC(NCCCN1C(=NC2=C1C(=CC(=C2)C(N)=O)OCCCOC)NC(=O)C2=CC(=NN2CC)C)=O